C(#N)N1[C@H]2[C@@H](C[C@@H]1CC2)NC(=O)[C@H]2CC1=CN(N=C1CC2)C2=NC(=CC=C2)OC(F)F (5R)-N-((1R,2R,4S)-7-cyano-7-azabicyclo[2.2.1]heptan-2-yl)-2-(6-(difluoromethoxy)-2-pyridinyl)-4,5,6,7-tetrahydro-2H-indazole-5-carboxamide